(R)-methyl 3-(9-((1s,4S)-4-carbamoylcyclohexyl)-8-(2-chloro-4,6-difluorophenylamino)-9H-purin-2-ylamino)piperidine-1-carboxylate C(N)(=O)C1CCC(CC1)N1C2=NC(=NC=C2N=C1NC1=C(C=C(C=C1F)F)Cl)N[C@H]1CN(CCC1)C(=O)OC